C(C)(C)(C)C1=C(OC2(OCC3(CO2)COC(OC3)(P(=O)=O)OC3=C(C=C(C=C3C(C)(C)C)C)C(C)(C)C)P(=O)=O)C(=CC(=C1)C)C(C)(C)C 3,9-bis(2,6-di-t-butyl-4-methylphenoxy)-2,4,8,10-tetraoxa-3,9-diphosphospiro[5.5]undecane